Tert-butyl N-[2-[2-[2-[3-[1-[(4-methoxyphenyl)methyl]-2,6-dioxo-3-piperidyl]-2-oxo-benzimidazol-1-yl]ethoxy]ethoxy]ethyl]carbamate COC1=CC=C(C=C1)CN1C(C(CCC1=O)N1C(N(C2=C1C=CC=C2)CCOCCOCCNC(OC(C)(C)C)=O)=O)=O